Methyl benzimidazole-6-carboxylate N1=CNC2=C1C=C(C=C2)C(=O)OC